C(C)(=O)OCCCCCCCCCCCC\C=C/CCCC (Z)-13-octadecenyl acetate